1-(4-bromophenyl)ethyl isocyanate BrC1=CC=C(C=C1)C(C)N=C=O